3-((3-exo)-3-((1-methyl-7-((5-methyl-1H-pyrazol-3-yl)amino)-2-carbonyl-1,2-dihydro-1,6-naphthyridin-5-yl)amino)-8-azabicyclo[3.2.1]octane-8-yl)propionitrile CN1C(C=CC2=C(N=C(C=C12)NC1=NNC(=C1)C)NC1CC2CCC(C1)N2CCC#N)=C=O